BrC1=CC=C(C=2N=C(C=NC12)O)C(=O)OC methyl 8-bromo-3-hydroxy-quinoxaline-5-carboxylate